COC(C1=CC=C(C=C1)CN(C(=O)OC1=CC=C(C=C1)[N+](=O)[O-])C1=CC(=C(C=C1)F)Cl)=O.ClC=1C=C(C=CC1F)N(C(=O)N1CCOCC1)CC1=CC=C(C(=O)OC)C=C1 methyl 4-((N-(3-chloro-4-fluorophenyl)morpholine-4-carboxamido)methyl)benzoate Methyl-4-(((3-chloro-4-fluorophenyl)((4-nitrophenoxy)carbonyl)amino)methyl)benzoate